O=C1NC(CCC1NC(=O)C1(CCCC1)C)=O N-(2,6-dioxo-3-piperidyl)-1-methyl-cyclopentanecarboxamide